BrN1C(N(C(C(C1(OC([2H])([2H])[2H])[2H])([2H])[2H])(CCCCCCCCCCCCCCCC[2H])[2H])[2H])(N(C)C)[2H] 3-Bromo-4-(methoxy-d3)-6-(1-hexadecyl-d1)-(N,N-dimethylpyrimidin-2-amine-d6)